N-(3-chloro-5-(methylsulfonyl)phenyl)-4-(3-fluoro-5-methoxypyridin-2-yl)-5-methylthiophene-2-carboxamide ClC=1C=C(C=C(C1)S(=O)(=O)C)NC(=O)C=1SC(=C(C1)C1=NC=C(C=C1F)OC)C